C1(CC1)[C@H](C1=CC=C(S1)S(=O)(N)=NC(NC1=C2C(=CC=3CCCC13)CC2)=O)NC |o1:3| 5-((R) or (S)-cyclopropyl(methylamino)methyl)-N'-((2,4,5,6-tetrahydro-1H-cyclobuta[f]inden-3-yl)carbamoyl)thiophene-2-sulfonimidamide